1-cyclopentyl-4-(2-fluoro-4-(1H-pyrazol-4-yl)benzyl)piperazine-2,3-dione C1(CCCC1)N1C(C(N(CC1)CC1=C(C=C(C=C1)C=1C=NNC1)F)=O)=O